C(C)OC(=O)C1=C(C(=C(CC1)Cl)C=O)C 4-chloro-3-formyl-2-methylcyclohexa-1,3-diene-1-carboxylic acid ethyl ester